(E)-3-(2-(3-(2-((1,5-dimethyl-1H-pyrazol-3-yl)amino)-5-methylpyrimidin-4-yl)-1H-indol-7-yl)-1-oxoisoindolin-4-yl)acrylamide CN1N=C(C=C1C)NC1=NC=C(C(=N1)C1=CNC2=C(C=CC=C12)N1C(C2=CC=CC(=C2C1)/C=C/C(=O)N)=O)C